3-(2-methoxyphenyl)-1,2-oxazole-5-carboxylic acid COC1=C(C=CC=C1)C1=NOC(=C1)C(=O)O